oxazetan hydrochloride Cl.O1NCC1